dimethyl adipate 1,3-diacetyloxypropan-2-yl-acetate C(C)(=O)OCC(COC(C)=O)CC(=O)O.C(CCCCC(=O)OC)(=O)OC